OC1=CC=C(C=2C(C3=C(C=CC(=C3C(C12)=O)NCCNCCO)NCCNCCO)=O)O 1,4-dihydroxyl-5,8-di[[2-[(2-hydroxyethyl)amino]ethyl]amino]-9,10-anthraquinone